(S)-7-(4-(2-((5-Ethyl-1,3,4-thiadiazol-2-yl)methoxy)-5-fluorophenyl)piperidin-1-yl)-2-(1,3,4-oxadiazol-2-yl)-5-oxa-2-azaspiro[3.4]octane C(C)C1=NN=C(S1)COC1=C(C=C(C=C1)F)C1CCN(CC1)[C@@H]1COC2(CN(C2)C=2OC=NN2)C1